1-((3-((1R,5R,6S)-3-(4-fluorophenyl)bicyclo[3.1.0]hex-2-en-6-yl)-1,2,4-oxadiazol-5-yl)methyl)-7-methyl-1,7-dihydro-6H-purin-6-one FC1=CC=C(C=C1)C1=C[C@@H]2[C@H]([C@@H]2C1)C1=NOC(=N1)CN1C=NC=2N=CN(C2C1=O)C